CN1N=C(C(=C1C)O)C1=CC=C(C=C1)S(=O)(=O)C 1,5-Dimethyl-3-(4-(methylsulfonyl)phenyl)-pyrazol-4-ol